CC1=CNC2=NC=C(C=C21)C2=CC(=C1CCN(CC1=C2)CC(F)(F)F)[C@H]2NCCC2 (S)-7-(3-methyl-1H-pyrrolo[2,3-b]pyridin-5-yl)-5-(pyrrolidin-2-yl)-2-(2,2,2-trifluoroethyl)-1,2,3,4-tetrahydroisoquinoline